1-(3-(3-Chlorophenyl)-1,2,4-oxadiazol-5-yl)piperidine-4-carboxylic acid ClC=1C=C(C=CC1)C1=NOC(=N1)N1CCC(CC1)C(=O)O